C(C1=CC=CC=C1)N1N=CC(=C1)C=1C(=C2C(=NC1)NCC21CCCC1)Cl 5'-(1-Benzyl-1H-pyrazol-4-yl)-4'-chloro-1',2'-dihydrospiro[cyclopentane-1,3'-pyrrolo[2,3-b]pyridin]